(5-methyl-4,5-dihydro-oxazol-2-yl)quinazoline-4,6-diamine CC1CN=C(O1)C1=NC2=CC=C(C=C2C(=N1)N)N